N1N=CC=2C1=NC=NC2NC2=CC(=C1C(=[N+]2[O-])C2(NC1=O)CCCCC2)C 2'-((1H-pyrazolo[3,4-d]pyrimidin-4-yl)amino)-4'-methyl-5'-oxo-5',6'-dihydrospiro[cyclohexane-1,7'-pyrrolo[3,4-b]pyridine] 1'-oxide